N1(CCC1)C=1C2=C(N=C(N1)C)CN(C2)C(=O)OC2CN(C2)C2=CC(=NC=C2Cl)Cl 1-(2,5-Dichloropyridin-4-yl)azetidin-3-yl 4-(azetidin-1-yl)-2-methyl-5,7-dihydro-6H-pyrrolo[3,4-d]pyrimidine-6-carboxylate